COC1CCN(CC1)C1=CC=C(C=N1)N1N=C(C2=CC=CC(=C12)C)C=1C2=CN(N=C2C=CC1)C 1-[6-(4-methoxypiperidin-1-yl)pyridin-3-yl]-2',7-di-methyl-1H,2'H-3,4'-biindazole